4-chloro-1-(4-cyclopropyl-2-methoxyphenyl)pyrido[3,4-d]pyridazine ClC=1N=NC(=C2C1C=NC=C2)C2=C(C=C(C=C2)C2CC2)OC